N-{[2-(4-{[(4-methanesulfonyl-phenyl)amino]meth-yl}phenyl)-1-(2,2,2-trifluoroethyl)-1H-indol-5-yl]methyl}-1-methylpiperidin-4-amine CS(=O)(=O)C1=CC=C(C=C1)NCC1=CC=C(C=C1)C=1N(C2=CC=C(C=C2C1)CNC1CCN(CC1)C)CC(F)(F)F